OC1=C(C(=C(C#N)C=C1OC)CC1=CC=C(C=C1)OC)C#N 4-hydroxy-5-methoxy-2-(4-methoxybenzyl)isophthalonitrile